FC1=CC=C(C=C1)CCS(=O)(=O)NC1=C(C(=O)OC)C=C(C=C1)C=O methyl 2-((2-(4-fluorophenyl)ethyl)-sulfonamido)-5-formylbenzoate